FC1=C(C=CC(=C1)F)CN(C(=O)NCC1=CC=C(C=C1)OC(C)C)C1CCN(CC1)C([2H])([2H])[2H] 1-[(2,4-difluorophenyl)methyl]-1-[1-(2H3)methylpiperidin-4-yl]-3-{[4-(propan-2-yloxy)phenyl]methyl}urea